ClC=1C(=C2C=NNC2=CC1C)C=1C(=NN(C1C)C1CC2(CN(C2)C(C=C)=O)C1)C1=NC=CC=C1 1-(6-(4-(5-chloro-6-methyl-1H-indazol-4-yl)-5-methyl-3-(pyridin-2-yl)-1H-pyrazol-1-yl)-2-azaspiro[3.3]heptan-2-yl)prop-2-en-1-one